COC(C[C@H]1CN(CCN1)C(=O)OC(C)(C)C)=O tert-butyl (S)-3-(2-methoxy-2-oxoethyl)piperazine-1-carboxylate